(S)-2-cyanopyrrolidine C(#N)[C@H]1NCCC1